C1(=CC=CC2=CC=CC=C12)N(C1=C(C=2C3(C4=CC(=CC=C4C2C=C1)N(C1=CC=CC2=CC=CC=C12)C1=CC=CC=C1)C1=CC(=CC=C1C=1C=CC(=CC13)N(C1=CC=CC3=CC=CC=C13)C1=CC=CC=C1)N(C1=CC=CC3=CC=CC=C13)C1=CC=CC=C1)S(=O)(=O)C1CCC13CCN(CC3)C(=O)O)C3=CC=CC=C3.NCCNCCC[Si](OC)(OC)OC 3-(N-2-aminoethyl)aminopropyltrimethoxysilane 2,2',7,7'-tetrakis[N-naphthyl-(phenyl)amino]-9,9'-spirobifluorenesulfonyl-7-azaspiro[3.5]nonane-7-carboxylate